(1S,2S)-1-[2-(Benzo[d]isoxazol-3-yl)phenyl]-2-(pyridin-2-yl)butan-1-amine hydrochloride Cl.O1N=C(C2=C1C=CC=C2)C2=C(C=CC=C2)[C@H]([C@H](CC)C2=NC=CC=C2)N